N[C@@H](CCC(=O)OC)C(=O)OC Dimethyl L-glutamate